N-acetyl-L-isoleucyl-L-seryl-N-[(3S)-3-carboxy-3-{[4-chloro-3-(trifluoromethyl)benzene-1-sulfonyl]amino}propyl]glycinamide C(C)(=O)N[C@@H]([C@@H](C)CC)C(=O)N[C@@H](CO)C(=O)NCC(=O)NCC[C@H](NS(=O)(=O)C1=CC(=C(C=C1)Cl)C(F)(F)F)C(=O)O